C1CC12N(CCNC2)C(=O)C2=CC=C(C=C2)C2=NC1=C(N2)C=CC=C1C(=O)N 2-(4-(4,7-diazaspiro[2.5]octane-4-carbonyl)phenyl)-1H-benzo[d]imidazole-4-carboxamide